2-(hydroxyphenyl)benzimidazole OC1=C(C=CC=C1)C=1NC2=C(N1)C=CC=C2